(2,6-Dioxopiperidin-3-yl)-5-((6-(4-(5-methylpyridin-3-yl)-1H-pyrazol-1-yl)hexyl)amino)isoindoline-1,3-dione O=C1NC(CCC1N1C(C2=CC=C(C=C2C1=O)NCCCCCCN1N=CC(=C1)C=1C=NC=C(C1)C)=O)=O